D-serine benzyl ester hydrochloride Cl.C(C1=CC=CC=C1)OC([C@H](N)CO)=O